(R)-6-(((1-methylcyclobutyl)amino)methyl)-2-(3-(oxetan-3-yl(4H-1,2,4-triazol-3-yl)methyl)phenyl)-4-(trifluoromethyl)isoindolin-1-one CC1(CCC1)NCC1=CC(=C2CN(C(C2=C1)=O)C1=CC(=CC=C1)[C@H](C1=NN=CN1)C1COC1)C(F)(F)F